2-methyl-5-[(pyridin-2-yl)methoxy]-N-(2,2,2-trifluoroethyl)pyrazolo[1,5-a]pyridine-3-carboxamide CC1=NN2C(C=C(C=C2)OCC2=NC=CC=C2)=C1C(=O)NCC(F)(F)F